C(C)OC(CCC=1C(=NNC1C(=O)[O-])C(=O)[O-])=O 4-(3-ethoxy-3-oxopropyl)-1H-pyrazole-3,5-dicarboxylate